NCCCN1C(CCCC1)=O 1-(3-aminopropyl)piperidin-2-one